2-[1-(oxetan-3-yl)-1H-pyrazolo[3,4-b]pyrazin-6-yl]-7-[2-(trifluoromethyl)pyrimidin-5-yl]-2,7-diazaspiro[4.4]nonane O1CC(C1)N1N=CC=2C1=NC(=CN2)N2CC1(CC2)CN(CC1)C=1C=NC(=NC1)C(F)(F)F